BrC1=C(C=C(C(=C1)Cl)OC)S(=O)(=O)N[C@@H](CNC(C)(C)C)C(C)C (R)-2-(2-bromo-4-chloro-5-methoxyphenylsulfonylamino)-1-(tert-butylamino)-3-methylbutane